C1(CCC1)CN1N=CC(=C1)C1=C(C(=O)OC)C=C(C=C1)NC(=O)C1(CC1)C1=C(C=C(C=C1)OC(F)(F)F)F Methyl 2-[1-(cyclobutyl-methyl)-1H-pyrazol-4-yl]-5-[({1-[2-fluoro-4-(trifluoromethoxy) phenyl]cyclopropyl}carbonyl) amino]benzoate